NC=1C=C(C=CC1)C=1C=CC=2N=CN=C(C2N1)O 6-(3-Aminophenyl)pyrido[3,2-d]pyrimidin-4-ol